ClC1=C(C=CC(=C1)OCCN1[C@H](CNCC1)C)C=1N(C2=NC=NC(=C2N1)OC1(CC1)C)CC1=NC=CC(=C1)C (S)-8-(2-chloro-4-(2-(2-methylpiperazin-1-yl)ethoxy)phenyl)-6-(1-methylcyclopropoxy)-9-((4-methylpyridin-2-yl)methyl)-9H-purine